[Li].[Na].[Li] lithium sodium lithium